(1,2,3,4,5,8-hexahydroindolizin-7-yl)pyrrolo[3,2-b]pyridine C1CCN2CC=C(CC12)C1=CC2=NC=CC=C2N1